4-(tert-Butoxycarbonyl)-7-methyl-1,2,3,4-tetrahydroquinoxaline-6-carboxylic acid C(C)(C)(C)OC(=O)N1CCNC2=CC(=C(C=C12)C(=O)O)C